ClC1=C(N=C2N(C1=O)C=C(N=C2C2=CC=C(C=C2)C(F)(F)F)[C@H]2C[C@@H](OCC2)C=2C=NN(C2)C)C 3-chloro-2-methyl-7-((2R,4R)-2-(1-methyl-1H-pyrazol-4-yl)tetrahydro-2H-pyran-4-yl)-9-(4-(trifluoromethyl)phenyl)-4H-pyrazino[1,2-a]pyrimidin-4-one